(S)-2-(3-(2-(3-methoxyazetidin-1-yl)ethyl)-4,5-dimethyl-6-oxopyridazine-1(6H)-yl)-4-methylpentanoic acid COC1CN(C1)CCC1=NN(C(C(=C1C)C)=O)[C@H](C(=O)O)CC(C)C